[Br-].C(C)OC(=O)C1=NC=2C=C3C(=CC2C=C1[N+]1=CC=CC=C1)OCC(N3)=O 1-(7-(ethoxycarbonyl)-3-oxo-3,4-dihydro-2H-[1,4]oxazino[2,3-g]quinolin-8-yl)pyridin-1-ium bromide